1,3,5-tris[N-(4-diphenylaminophenyl)-N-phenylamino]Benzene C1(=CC=CC=C1)N(C1=CC=C(C=C1)N(C1=CC=CC=C1)C1=CC(=CC(=C1)N(C1=CC=C(C=C1)N(C1=CC=CC=C1)C1=CC=CC=C1)C1=CC=CC=C1)N(C1=CC=C(C=C1)N(C1=CC=CC=C1)C1=CC=CC=C1)C1=CC=CC=C1)C1=CC=CC=C1